2-(4-chloro-3-fluorophenyl)-1-(2-methoxybenzyl)-5-methyl-1H-imidazole ClC1=C(C=C(C=C1)C=1N(C(=CN1)C)CC1=C(C=CC=C1)OC)F